C(C)(=O)ON\C(=N/[H])\C1=CC=C(CNC([C@H](C)NC(=O)[C@@H]2N(C[C@H](C2)C2=CC=CC=C2)C(=O)OC(C)(C)C)=O)C=C1 tert-butyl (2R,4R)-2-(((S)-1-((4-((Z)-N-acetoxycarbamimidoyl)benzyl)amino)-1-oxopropan-2-yl)carbamoyl)-4-phenylpyrrolidine-1-carboxylate